tributyl-hexadecyl-phosphine 2-ethylhexanoate C(C)C(C(=O)O)CCCC.C(CCC)C(CCCCCCCCCCCCCCCP)(CCCC)CCCC